2-(3-(ethylsulfonyl)-5-(4-(trifluoromethyl)phenyl)pyridin-2-yl)-9-methyl-8-(trifluoromethyl)-9H-purine C(C)S(=O)(=O)C=1C(=NC=C(C1)C1=CC=C(C=C1)C(F)(F)F)C1=NC=C2N=C(N(C2=N1)C)C(F)(F)F